methyl (2R)-3-tert-butoxy-2-[(trifluoromethanesulfonyl)oxy]propanoate methyl-(2R)-3-tert-butoxy-2-hydroxypropanoate COC([C@@H](COC(C)(C)C)O)=O.C(C)(C)(C)OC[C@H](C(=O)OC)OS(=O)(=O)C(F)(F)F